N1=C(C=CC=2N=C3COCC4(N3C21)COC2=C4C=CC=C2)C=2C=NC(=NC2)NC2COCC2 5-(6',8'-dihydro-2H-spiro[benzofuran-3,9'-pyrido[3',2':4,5]imidazo[2,1-c][1,4]oxazin]-2'-yl)-N-(tetrahydrofuran-3-yl)pyrimidin-2-amine